1-(Benzo[b]thiophen-4-yl)cyclopropanamine S1C2=C(C=C1)C(=CC=C2)C2(CC2)N